tert-butyl 2-((2S,3R)-3-acetoxy-1-oxo-1-(pyrrolidin-1-yl) butan-2-yl)-1-oxo-2,5-diazaspiro[3.4]octane-5-carboxylate C(C)(=O)O[C@@H]([C@@H](C(N1CCCC1)=O)N1C(C2(C1)N(CCC2)C(=O)OC(C)(C)C)=O)C